ClC1=C(C2=C(C=3C(=NC(=NC13)OC[C@H]1N(CCC1)C)O)COC2)C2=CC=C(C=1SC(=C(C12)C#N)NC(OC(C)(C)C)=O)F tert-Butyl (4-(5-chloro-1-hydroxy-3-(((S)-1-methylpyrrolidin-2-yl)methoxy)-7,9-dihydrofuro[3,4-f]quinazolin-6-yl)-3-cyano-7-fluorobenzo[b]thiophen-2-yl)carbamate